(Z)-N'-(7-((3aS,4S,6R,6aS)-6-cyano-6-(hydroxymethyl)-2,2-dimethyltetrahydrofuro[3,4-d][1,3]dioxol-4-yl)pyrrolo[2,1-f][1,2,4]triazin-4-yl)-N,N-dimethylformimidamide C(#N)[C@@]1(O[C@H]([C@H]2[C@@H]1OC(O2)(C)C)C2=CC=C1C(=NC=NN12)\N=C/N(C)C)CO